NC1=NC=CC2=C1C(=NN2C(C)C)C2=NOC(=C2CO)C2CC2 (3-(4-amino-1-isopropyl-1H-pyrazolo[4,3-c]pyridin-3-yl)-5-cyclopropylisoxazol-4-yl)methanol